5-(1-isopropyl-4-(trifluoromethyl)-1H-imidazol-2-yl)thiophene-2-carboxylic acid methyl ester COC(=O)C=1SC(=CC1)C=1N(C=C(N1)C(F)(F)F)C(C)C